3-(benzyloxymethyl)-1-[(2R,3R,4S,5S)-3,4-dihydroxy-5-(hydroxymethyl)-5-(triisopropylsilyloxymethyl)tetrahydrofuran-2-yl]-5-methyl-pyrimidine-2,4-dione C(C1=CC=CC=C1)OCN1C(N(C=C(C1=O)C)[C@@H]1O[C@]([C@H]([C@H]1O)O)(CO[Si](C(C)C)(C(C)C)C(C)C)CO)=O